methyl 2,5-bis[[4-[2-[4-(6-hydroxyhexylsulfanyl)phenyl]-ethynyl]benzoyl]oxy]benzoate OCCCCCCSC1=CC=C(C=C1)C#CC1=CC=C(C(=O)OC2=C(C(=O)OC)C=C(C=C2)OC(C2=CC=C(C=C2)C#CC2=CC=C(C=C2)SCCCCCCO)=O)C=C1